2-ethoxy-1-(3-fluorobenzyl)-6-(4-methoxy-5H-pyrrolo[3,2-d]pyrimidin-5-yl)-1H-imidazo[4,5-b]pyridine C(C)OC=1N(C=2C(=NC=C(C2)N2C=CC=3N=CN=C(C32)OC)N1)CC1=CC(=CC=C1)F